C1(=CC=C(C2=CC=CC=C12)C(=O)N)C(=O)N naphthalene-1,4-dicarboxylic acid diamide